N-{2,4-Dichloro-5-[4-(difluoromethyl)-3-methyl-5-oxo-4,5-dihydro-1H-1,2,4-triazol-1-yl]phenyl}methanesulfonamide ClC1=C(C=C(C(=C1)Cl)N1N=C(N(C1=O)C(F)F)C)NS(=O)(=O)C